N=1C=NN2C1C=C(C=C2)OC2=C(C=C(C=C2)NC2=NC=NN1C2=C(C=C1)N1CC(C1)NC(\C=C\CN(C)C)=O)C (E)-N-(1-(4-((4-([1,2,4]triazolo[1,5-a]pyridin-7-yloxy)-3-methylphenyl)amino)pyrrolo[2,1-f][1,2,4]triazin-5-yl)azetidin-3-yl)-4-(dimethylamino)but-2-enamide